C(CC(C)C)C1(NC(=NC(=N1)NC1=CC=NC=C1)C1=CC=CC=C1)N 2-isopentyl-6-phenyl-N4-(pyridin-4-yl)-1,3,5-triazine-2,4-diamine